NCC1=CC(=NN1[C@@H]1C[C@H](C1)O)C(=O)N(C)C 5-(Aminomethyl)-1-(trans-3-hydroxycyclobutyl)-N,N-dimethyl-1H-pyrazole-3-carboxamide